2-bromo-4,6-dimethyloxazolo[4,5-c]pyridine BrC=1OC2=C(C(=NC(=C2)C)C)N1